FC(OC1=CC(=NN1)NC1=CN=CC(=N1)C1CN(CCC1)C(=O)OC(C)(C)C)F tert-butyl 3-(6-((5-(difluoromethoxy)-1H-pyrazol-3-yl)amino)pyrazin-2-yl)piperidine-1-carboxylate